C(C)(C)(C)OC(=O)C=1SC(=C(C1OCC(=O)OCC)Cl)Cl.C1(=CC=CC=C1)NCCC[Si](OCC)(OCC)C N-phenyl-gamma-aminopropyl-methyldiethoxysilane tert-butyl-4,5-dichloro-3-(2-ethoxy-2-oxoethoxy)thiophene-2-carboxylate